C(#N)[C@H](C[C@H]1C(NCC1)=O)NC(=O)[C@H](CC(C)C)NC(=O)C1=NC2=C(N1)C(=CC=C2)OC(F)(F)F N-[(1S)-1-[[(1S)-1-cyano-2-[(3S)-2-oxopyrrolidin-3-yl]ethyl]carbamoyl]-3-methyl-butyl]-7-(trifluoromethoxy)-1H-benzimidazole-2-carboxamide